C1(C=CC(N1N(C(CC)=O)C(COCCOCCOCCO)O)=O)=O (N-maleimido-propionamido)-tetraethyleneglycol